ClC=1C(=NC(=NC1)NC1CCOCC1)C1=CC=C2CN(C(C2=C1)=O)[C@@H](C(=O)N[C@H](CO)C1=CC(=CC(=C1)F)F)C (2R)-2-(6-{5-chloro-2-[(oxan-4-yl)amino]pyrimidin-4-yl}-1-oxo-2,3-dihydro-1H-isoindol-2-yl)-N-[(1S)-1-(3,5-difluorophenyl)-2-hydroxyethyl]propanamide